ClC1=NN=C2N1C1=CC=CC=C1C(=N2)N(C2=CC(=CC=C2)OC2=NC=C(N=C2)CN2CCOCC2)C chloro-N-methyl-N-(3-((5-(morpholinomethyl)pyrazin-2-yl)oxy)phenyl)-[1,2,4]triazolo[4,3-a]quinazolin-5-amine